7-(2-methyl-6-(4H-1,2,4-triazol-3-yl)pyridin-3-yl)-2-oxo-3,4-dihydropyrazino[2,3-b]pyrazin CC1=NC(=CC=C1C1=CN=C2C(=N1)NC(CN2)=O)C2=NN=CN2